sodium 2,6-naphthalenedicarboxylic acid C1=C(C=CC2=CC(=CC=C12)C(=O)O)C(=O)O.[Na]